6-(2,4-dimethyl-1,3-thiazol-5-yl)-2-[[1-(2-methylpyrimidin-4-yl)piperidin-4-yl]methyl]pyridazin-3-one hexynyl-lactate C(#CCCCC)OC(C(O)C)=O.CC=1SC(=C(N1)C)C=1C=CC(N(N1)CC1CCN(CC1)C1=NC(=NC=C1)C)=O